FC=1C=C2C(=NC1)N(C=C2C2=NC(=CC(=N2)C=2C=NC=NC2)NC2C(C1CCC2CC1)C(=O)OC)S(=O)(=O)C1=CC=C(C)C=C1 (+/-)-trans-methyl 3-((2-(5-fluoro-1-tosyl-1H-pyrrolo[2,3-b]pyridin-3-yl)-[4,5'-bipyrimidin]-6-yl)amino)bicyclo[2.2.2]octane-2-carboxylate